2,5-difluoro-3-(2-methyl-1H-indol-3-yl)-6-(prop-2-yn-1-ylamino)cyclohexa-2,5-diene-1,4-dione FC=1C(C(=C(C(C1C1=C(NC2=CC=CC=C12)C)=O)F)NCC#C)=O